ClC1=CC(=C2C=NN(C(C2=C1)=O)COCC[Si](C)(C)C)CC=O 2-(7-chloro-1-oxo-2-((2-(trimethylsilyl)ethoxy)methyl)-1,2-dihydro-phthalazin-5-yl)acetaldehyde